6-Cyclobutyl-2-azaspiro[3.4]oct-6-en-2-ium 2,2,2-trifluoroacetate FC(C(=O)[O-])(F)F.C1(CCC1)C=1CC2(C[NH2+]C2)CC1